methyl 2-amino-5-(3-(benzyloxy)-3-oxopropyl)-4-(6-(bis(4-methoxybenzyl)amino)-4-methyl-3-(trifluoromethyl)pyridin-2-yl)-3,6-difluorobenzoate NC1=C(C(=O)OC)C(=C(C(=C1F)C1=NC(=CC(=C1C(F)(F)F)C)N(CC1=CC=C(C=C1)OC)CC1=CC=C(C=C1)OC)CCC(=O)OCC1=CC=CC=C1)F